N1(CCNCC1)CCOC1CC(C1)NC(OC(C)(C)C)=O Tert-Butyl N-[3-(2-piperazin-1-ylethoxy)cyclobutyl]carbamate